3,5-difluorobenzaldehyde-d FC1=C(C(C=O)=CC(=C1)F)[2H]